[Si](C1=CC=CC=C1)(C1=CC=CC=C1)(C(C)(C)C)C[C@]1(C2(CC(C1)C2)C(=O)C2=CC1=CC=CC=C1C=C2)C=C |r| (rac)-((1R,2S,4S)-2-((tert-butyldiphenylsilyl)methyl)-2-vinylbicyclo[2.1.1]hexan-1-yl)(naphthalen-2-yl)methanone